C(C=C)(=O)OCCCCCCCCCCCCC[Si](OC)(OC)CC acryloyloxytridecyl-ethyldimethoxysilane